C(C)(C)(C)OC(COC1=C(C=C2C(=CC(OC2=C1)=O)C1=CC=CC=C1)Cl)=O.C(C)OC(COC1=CC=C2C(=CC(OC2=C1)=O)C1=CC=CC=C1)=O.FC1=C2C(=CC(OC2=CC(=C1)OC(C(=O)N(C)C)C)=O)C1=CC=CC=C1 2-(5-fluoro-2-oxo-4-phenyl-chromen-7-yl)oxy-N,N-dimethyl-propanamide ethyl-2-(2-oxo-4-phenyl-chromen-7-yl)oxyacetate tert-butyl-2-(6-chloro-2-oxo-4-phenyl-chromen-7-yl)oxyacetate